N'-[2,2-dimethyl-1-(trifluoromethyl)propyl]benzoyl-hydrazine CC(C(C(F)(F)F)NNC(C1=CC=CC=C1)=O)(C)C